ClCN1CCC(CC1)CC1=CC=CC=C1 N-chloromethyl-4-benzylpiperidine